ClC1=C(C=C(C=C1)N1CC(C2=NC(=CC=C21)C(=O)N2C[C@@H]([C@H](CC2)CC(=O)OC)OC)(C)C)F methyl 2-((3R,4R)-1-(1-(4-chloro-3-fluorophenyl)-3,3-dimethyl-2,3-dihydro-1H-pyrrolo[3,2-b]pyridine-5-carbonyl)-3-methoxypiperidin-4-yl)acetate